C(CCCCCCCCCCC)(=O)OCCCCCC Dodecanoic acid, hexyl ester